3-methyl-thiophen CC1=CSC=C1